9-Ethyl-8-iodo-6,6-dimethyl-11-oxo-6,11-dihydro-5H-benzo[B]carbazole-3-carbonitrile C(C)C1=CC2=C(C(C=3NC4=CC(=CC=C4C3C2=O)C#N)(C)C)C=C1I